1-isopropylpyridin C(C)(C)N1CC=CC=C1